(1-(2-((tert-Butyldimethylsilyl)oxy)ethyl)piperidin-3-yl)-4-chloropyrido[3,4]pyridazin-1-amine [Si](C)(C)(C(C)(C)C)OCCN1CC(CCC1)C=1NN(C2=C(C1Cl)C=NC=C2)N